(1-(2-chlorobenzyl)-5-methoxy-1H-benzo[d]imidazol-2-yl)-2,2-dimethylpropanoic acid ClC1=C(CN2C(=NC3=C2C=CC(=C3)OC)CC(C(=O)O)(C)C)C=CC=C1